C(=C)C(CCC(=O)OCC=1C(=CC2=C(N=C(O2)C2=C(C(=CC=C2)Br)C)C1)OC(F)F)C#CCCCCC (2-(3-bromo-2-methylphenyl)-6-(difluoromethoxy)benzo[d]oxazol-5-yl)methanol 2-vinylnon-3-yn-1-yl-acetate